O=C1NC(CCC1N(C=1C=C(C=CC1)S(=O)(=O)F)C)=O 3-[(2,6-dioxo-3-piperidyl)-methyl-amino]benzenesulfonyl fluoride